NCC#CCOC1=NC(=CC(=N1)N1CCN(CC1)S(=O)(=O)C=1C=CC2=C(OCCN2C(=O)C2=C(C=CC=C2)N(S(=O)(=O)C)C)C1)C N-(2-(7-((4-(2-((4-aminobut-2-yn-1-yl)oxy)-6-methylpyrimidin-4-yl)piperazin-1-yl)sulfonyl)-3,4-dihydro-2H-benzo[b][1,4]oxazine-4-carbonyl)phenyl)-N-methylmethanesulfonamide